(1R)-N-(7-cyclopropyl-6-(4-((3R,4R)-4-hydroxy-3-methyltetrahydrofuran-3-yl)piperazin-1-yl)isoquinolin-3-yl)-6-oxaspiro[2.5]octane-1-carboxamide C1(CC1)C1=C(C=C2C=C(N=CC2=C1)NC(=O)[C@@H]1CC12CCOCC2)N2CCN(CC2)[C@@]2(COC[C@@H]2O)C